o-hydroxyphenyl-acetaldehyde OC1=C(C=CC=C1)CC=O